2-(3-acetyl-5-(phenylethynyl)-1H-indol-1-yl)-N-(2-((3-chloro-2-fluorophenylmethyl)amino)-2-oxoethyl)-N-isopropylacetamide C(C)(=O)C1=CN(C2=CC=C(C=C12)C#CC1=CC=CC=C1)CC(=O)N(C(C)C)CC(=O)NCC1=C(C(=CC=C1)Cl)F